N-(2-(diphenylphosphino)ethyl)-2-chloro-5,6,7,8-tetrahydroquinolin-8-amine C1(=CC=CC=C1)P(CCNC1CCCC=2C=CC(=NC12)Cl)C1=CC=CC=C1